6-(3,4-Dichloro-phenyl)-pyrimidine-4-carboxylic acid ((S)-1-pyridin-3-yl-ethyl)-amide N1=CC(=CC=C1)[C@H](C)NC(=O)C1=NC=NC(=C1)C1=CC(=C(C=C1)Cl)Cl